CC1=C(CNC2=NC(=NC=C2C(=O)N)NC=2C=NN(C2)CC)C(=CC=C1)C 4-((2,6-dimethylbenzyl)amino)-2-((1-ethyl-1H-pyrazol-4-yl)amino)pyrimidin-5-carboxamide